NC1=NC=NN2C1=CC=C2[C@]2([C@@H]([C@@H](C(O2)COCOC(C(C)(C)C)=O)N[C@H](C(C)C)C(=O)O)O)C#N.O=C2C1=NC=NC1=NC=N2 6-ketopurine (2R,3S,4R,5R)-5-(4-aminopyrrolo[2,1-f][1,2,4]triazin-7-yl)-5-cyano-4-hydroxy-2-(((pivaloyloxy)methoxy)methyl)tetrahydro-furan-3-yl-L-valinate